C1CC12CNCCC2C(=O)N2OCCC2C=2C=NC(=CC2)C 5-azaspiro[2.5]octan-8-yl-[3-(6-methyl-3-pyridyl)isoxazolidin-2-yl]methanone